6-[(3-fluorotetrahydrofuran-3-yl)methoxy]-8-methyl-2-[4-(trifluoromethyl)-2-pyridinyl]-3H-quinazolin-4-one FC1(COCC1)COC=1C=C2C(NC(=NC2=C(C1)C)C1=NC=CC(=C1)C(F)(F)F)=O